BrC/C=C/C(=O)N(C)[C@H](C(=O)NCCC=1C=C(C=CC1)NC=1C(=NC(=C(N1)C)C)C(=O)N)C (S,E)-3-((3-(2-(2-(4-bromo-N-methylbut-2-enamido)propanamido)ethyl)phenyl)amino)-5,6-dimethylpyrazine-2-carboxamide